CC(CCO)CCCC(=C)C 3,7-dimethyl-7-octene-1-ol